5-(3-pyridinyl)pyridine-3-carboxylic acid methyl ester COC(=O)C=1C=NC=C(C1)C=1C=NC=CC1